N1CC(CCC1)CC1=C2C(=C(N=N1)C1=C(C=C(C=C1)C(F)(F)F)O)C=NC=C2 2-(1-(piperidin-3-ylmethyl)pyrido[3,4-d]pyridazin-4-yl)-5-(trifluoromethyl)phenol